[C@@H]12OC[C@@H](N(C1)C(=O)N1CC3=C(C=C(C=C3CC1)C=1N=C3C(=NC1)NC=C3Cl)[C@H]3NCCOC3)CC2 ((1S,4S)-2-oxa-5-azabicyclo[2.2.2]oct-5-yl)(6-(7-chloro-5H-pyrrolo[2,3-b]pyrazin-2-yl)-8-((R)-morpholin-3-yl)-3,4-dihydroisoquinolin-2(1H)-yl)methanone